4-(2,6-dichlorobenzamido)-N-(1-(5-(1-(6-((2-(2,6-dioxopiperidin-3-yl)-1,3-dioxoisoindolin-4-yl)oxy)hexyl)-1H-1,2,3-triazol-4-yl)pentyl)piperidin-4-yl)-1H-pyrazole-3-carboxamide ClC1=C(C(=O)NC=2C(=NNC2)C(=O)NC2CCN(CC2)CCCCCC=2N=NN(C2)CCCCCCOC2=C3C(N(C(C3=CC=C2)=O)C2C(NC(CC2)=O)=O)=O)C(=CC=C1)Cl